O1CCC(CC1)CNC(=O)C1=CC2=C(N=CN2)C=C1 benzoimidazole-5-carboxylic acid (tetrahydro-pyran-4-ylmethyl)-amide